benzyl (1S,4aR,5R,8aS)-5-[(1S)-2,2-difluoro-1-hydroxy-1-methyl-ethyl]-1-methyl-3,4,4a,5,6,7,8,8a-octahydro-1H-isoquinoline-2-carboxylate FC([C@@](C)(O)[C@H]1[C@@H]2CCN([C@H]([C@H]2CCC1)C)C(=O)OCC1=CC=CC=C1)F